tert-butyl 4-[[5-[2-(3-chloroanilino)pyrimidin-5-yl]-3-pyridyl]amino]piperidine-1-carboxylate ClC=1C=C(NC2=NC=C(C=N2)C=2C=C(C=NC2)NC2CCN(CC2)C(=O)OC(C)(C)C)C=CC1